FC=1C=C(C=CC1F)C1=CN=C(N1)C1N(CCCC1)C(\C(=C\C)\C)=O (E)-1-(2-(5-(3,4-difluorophenyl)-1H-imidazol-2-yl)piperidin-1-yl)-2-methylbutan-2-en-1-one